3-[5-Methoxy-3-methyl-4-[3-[[(3S,4S)-3-methyl-4-piperidinyl]oxy]prop-1-ynyl]-2-oxo-benzoimidazol-1-yl]piperidine-2,6-dione COC1=C(C2=C(N(C(N2C)=O)C2C(NC(CC2)=O)=O)C=C1)C#CCO[C@@H]1[C@H](CNCC1)C